1-(2-[(2-aminoethyl)-[2-[(2-aminoethyl)amino]ethyl]amino]ethyl)ethane-1,2-diamine NCCN(CCC(CN)N)CCNCCN